N-{(2S,3R)-2-[(2,3'-difluoro-5'-methyl[1,1'-biphenyl]-3-yl)methyl]-4,4-difluoro-1-[(2R)-oxetane-2-carbonyl]pyrrolidin-3-yl}cyclopropanesulfonamide FC1=C(C=CC=C1C[C@@H]1N(CC([C@@H]1NS(=O)(=O)C1CC1)(F)F)C(=O)[C@@H]1OCC1)C1=CC(=CC(=C1)C)F